[2-[(2,4-dimethoxyphenyl)methylamino]-3-fluoropyridin-4-yl]boric acid COC1=C(C=CC(=C1)OC)CNC1=NC=CC(=C1F)OB(O)O